6-methoxy-5-({6-[(1r,2s)-5'-methoxy-2'-oxo-1',2'-dihydrospiro[cyclopropan-1,3'-indol]-2-yl]-1H-indazol-3-yl}amino)-N,N-dimethylpyridine-3-carboxamide COC1=C(C=C(C=N1)C(=O)N(C)C)NC1=NNC2=CC(=CC=C12)[C@@H]1C[C@@]12C(NC1=CC=C(C=C21)OC)=O